CN1N=CC(=C1)C1=CC=2N=C(N=C(C2S1)N1CCOCC1)N1N=C(C=C1)C=1C=C(C=CC1)C 4-(6-(1-methyl-1H-pyrazol-4-yl)-2-(3-(m-tolyl)-1H-pyrazol-1-yl)thieno[3,2-d]pyrimidin-4-yl)morpholine